2-methylpropan-2-yl (1S,3s,5R)-3-[(6-iodo-1,2-diazin-3-yl) oxy]-1,5-dimethyl-8-azabicyclo[3.2.1]octane-8-carboxylate IC1=CC=C(N=N1)OC1C[C@@]2(CC[C@](C1)(N2C(=O)OC(C)(C)C)C)C